N1=C(N=CC=C1)N1CC=2C=C(C=NC2CC1)N 6-(pyrimidin-2-yl)-5,6,7,8-tetrahydro-1,6-naphthyridin-3-amine